tert-butyl-5-cyano-2-(4,4-difluoropiperidin-1-yl)-N-(2-sulfamoylpyridin-4-yl)-6-(trifluoromethyl)-nicotinamide C(C)(C)(C)C1=C(C(=NC(=C1C(=O)NC1=CC(=NC=C1)S(N)(=O)=O)N1CCC(CC1)(F)F)C(F)(F)F)C#N